methyl-(diethylphosphinic acid) CCCP(O)(=O)CC